NCCCCCOCCOCCNC(OCCCC)=O Butyl N-[2-[2-(5-aminopentyloxy)ethoxy]ethyl]carbamate